C(C)(C)(C)OC(=O)N1CCN(CC1)C=1C=C2C(N(C(C2=CC1)=O)C1C(NC(CC1)=O)=O)=O {4-[2-(2,6-dioxopiperidin-3-yl)-1,3-dioxoisoindol-5-yl]piperazin-1-yl}carboxylic acid tert-butyl ester